C1=CC=CC=2C3=CC=CC=C3N(C12)C1=CC=C(C=C1)B(O)O 4-(9H-carbazol-9-yl)phenyl-boronic acid